FC=1C=C2C(=C(NC2=C(C1)F)C1=CC=C(C=C1)F)C1CC(C1)CNC1C(NC(C1)=O)=O 3-((((1r,3r)-3-(5,7-difluoro-2-(4-fluorophenyl)-1H-indol-3-yl)cyclobutyl)methyl)amino)pyrrolidine-2,5-dione